FC=1C(=C(C#N)C=CC1)N1CCC(CC1)N1C(N(C=2C(C1)=CN(N2)C)[C@H](C)C2=C(C=CC=C2)C(F)(F)F)=O 3-Fluoro-2-(4-{2-methyl-6-oxo-7-[(R)-1-(2-trifluoromethyl-phenyl)-ethyl]-2,4,6,7-tetrahydro-pyrazolo[3,4-d]pyrimidin-5-yl}-piperidin-1-yl)-benzonitril